COC=1C=C2C=CN(C2=CC1)S(=O)(=O)C=1C=C(C=CC1)/C=C/C(=O)OCC Ethyl (E)-3-(3-((5-methoxy-1H-indol-1-yl)sulfonyl)phenyl)acrylate